C=1NN=CC=C2C1C=CC=C2 (2,3)benzodiazepine